FC=1C=C(C=C(C1C)NC(=O)C1=CN=C2N1C=C(C=C2)F)C2=NC(=NO2)C2CN(C2)C(=O)OC methyl 3-(5-(3-fluoro-5-(6-fluoroimidazo[1,2-a]pyridine-3-carboxamido)-4-methylphenyl)-1,2,4-oxadiazol-3-yl)azetidine-1-carboxylate